CC1=C(C=C(C=C1)NC(=O)[C@@H]1NCCCC1)C(N[C@H](C)C1=CC(=CC2=CC=CC=C12)C=1C=NN(C1)C)=O |o1:18| (R)-N-(4-methyl-3-(((R*)-1-(3-(1-methyl-1H-pyrazol-4-yl)naphthalen-1-yl)ethyl)carbamoyl)phenyl)piperidine-2-carboxamide